1-(4-(4-Chloro-2-(oxetan-3-yloxy)phenyl)-5-(isopropylsulfanyl)thiazol-2-yl)-3-methyl-1H-pyrazole-5-carboxylic acid ClC1=CC(=C(C=C1)C=1N=C(SC1SC(C)C)N1N=C(C=C1C(=O)O)C)OC1COC1